15'H-SPIRO[NAPHTHALENE-1,22'-[20]OXA[13]THIA[1,8,14]TRIAZATETRACYCLO[14.7.2.03,6.019,24]PENTACOSA[10,16,18,24]TETRAEN]-7',15'-DIONE 13',13'-DIOXIDE N12CC3CCC3C(NCC=CCS(NC(C3=CC=C(OCC4(C1)CC=CC1=CC=CC=C14)C2=C3)=O)(=O)=O)=O